1,2,3-tris(t-butylpyridylphosphinomethyl)benzene C(C)(C)(C)C(C1=C(C(=CC=C1)C(PC1=NC=CC=C1)C(C)(C)C)C(PC1=NC=CC=C1)C(C)(C)C)PC1=NC=CC=C1